Methyl 3-(4-(5-methoxy-1H-indol-3-yl)thiophen-2-yl)-3-oxopropanoate COC=1C=C2C(=CNC2=CC1)C=1C=C(SC1)C(CC(=O)OC)=O